C1CN1CCO 1-(2-hydroxyethyl)ethyleneimine